rac-(R)-1-methyl-N5-(1-phenyl-2-(1H-1,2,4-triazol-1-yl)ethyl)-1H-benzo[d]imidazole-2,5-diamine CN1C(=NC2=C1C=CC(=C2)N[C@@H](CN2N=CN=C2)C2=CC=CC=C2)N |r|